NC1=C(C=C(C(=O)OC)C=C1)N[C@@H]1COC[C@]1(C)COC Methyl 4-amino-3-(((3S,4S)-4-(methoxymethyl)-4-methyltetrahydrofuran-3-yl)amino)benzoate